2-[4-[3-[(4-methoxyphenyl)methyl]-2,4-dioxohexahydro-pyrimidin-1-yl]phenyl]ethyl 4-methylbenzenesulfonate CC1=CC=C(C=C1)S(=O)(=O)OCCC1=CC=C(C=C1)N1C(N(C(CC1)=O)CC1=CC=C(C=C1)OC)=O